N1C=NC(=C1)C1=CC=C(C(=O)O)C=C1 4-(1H-imidazol-4-yl)benzoic acid